BrC=1N=CC(=NC1)NC(C(CCC)C1=CC(=NC=C1)Br)=O 2-(2-Bromo-pyridin-4-yl)-pentanoic acid (5-bromo-pyrazin-2-yl)-amide